3-amino-3-methyl-1-butanol NC(CCO)(C)C